NC1=NC=NN2C1=NC=C2C=2C=C(C=CC2C)S(=O)(=O)N(C2CCCC2)CCC#N 3-(4-aminoimidazo[2,1-f][1,2,4]triazin-7-yl)-N-(2-cyanoethyl)-N-cyclopentyl-4-methylbenzenesulfonamide